[B-](OC(C(F)(F)F)C(F)(F)F)(OC(C(F)(F)F)C(F)(F)F)OC(C(F)(F)F)C(F)(F)F.[Na+] sodium tris(1,1,1,3,3,3-hexafluoroisopropoxy)borohydride